C(C)(=O)N1C([C@@H](CC1)C[C@@H](C=1OC(OC1)=O)NC([C@H](CC(C)C)NC(=O)C=1NC2=CC=CC(=C2C1)OC)=O)=O N-[(2S)-1-{[(1S)-2-[(3S)-1-acetyl-2-oxopyrrolidin-3-yl]-1-(2-oxo-1,3-dioxol-4-yl)ethyl]amino}-4-methyl-1-oxopentan-2-yl]-4-methoxy-1H-indole-2-carboxamide